C(C=C)(=O)N1C[C@H](O[C@@H](C1)[C@H](C)O)C1=CC(=NC(=C1)Cl)C1=CC(=NC=N1)C(=O)NC 6-(4-((2R,6S)-4-acryloyl-6-((S)-1-hydroxyethyl)morpholin-2-yl)-6-chloropyridin-2-yl)-N-methylpyrimidine-4-carboxamide